C12CN(CC(CC1)N2)C2=CC=C(C=C2)C2=CC(=C1CNC(C1=C2)=O)F 6-(4-(3,8-diazabicyclo[3.2.1]octan-3-yl)phenyl)-4-fluoro-1-oxoisoindoline